tosyloxy-bis(vinyloxy)-phenylacetonitrile S(=O)(=O)(C1=CC=C(C)C=C1)OC1=C(C=CC=C1)C(C#N)(OC=C)OC=C